C1N(CC2=CC=CC=C12)C=1OC2=C(C=C(C=C2C(C1)=O)C)C(C)NC=1C(=NC(=CC1)OC)C(=O)O [1-(2-isoindolin-2-yl-6-methyl-4-oxo-chromen-8-yl)ethylamino]-6-methoxy-pyridine-2-carboxylic acid